C(CCCCCCCCC)(=O)OCCOC(CCCCCCCCC)=O ethylene bis-decanoate